[Br-].C[Si](=[Hf+](C1C=CC2=CC=CC=C12)C1C=CC2=CC=CC=C12)C dimethylsilylenebis(indenyl)hafnium monobromide